C(C=1C(C(=O)OCC(CCCC)CC)=CC=CC1)(=O)OCC(CCCC)CC Di(2-ethylhexyl) (phthalate)